FC1=CC=C(CSN2C(CCC2=O)=O)C=C1 N-(4-fluorobenzylthio)succinimide